2,6-Dimethyl-3-phenyl-3,6-dihydro-2H-1,2,6-thiadiazine-4-carbaldehyde 1,1-dioxide CN1S(N(C=C(C1C1=CC=CC=C1)C=O)C)(=O)=O